C(C)N1C2=CC=CC=C2C=2C=C(C=CC12)C=CC(=O)C1=CC=C(C(=O)O)C=C1 4-(3-(9-Ethyl-9h-carbazol-3-yl)acryloyl)benzoic acid